(S)- and (R)-4-(2-((2-(5-chloro-1H-indol-3-yl)-2-oxo-1-phenylethyl)-amino)ethyl)benzene-sulfonamide ClC=1C=C2C(=CNC2=CC1)C([C@H](C1=CC=CC=C1)NCCC1=CC=C(C=C1)S(=O)(=O)N)=O |r|